C(CCCC)OC(=O)C1CCC(CC1)C(=O)OCCCCC 1,4-cyclohexanedicarboxylic acid dipentyl ester